C(C=1C(C(=O)[O-])=CC=CC1)(=O)[O-].[K+].[K+] dipotassium phthalate